C1(=CC=CC=C1)CS(=O)(=O)NC1=C(C(=C(C=C1F)C1=CC2=C(N=C(N=C2)N[C@@H]2CNC[C@H](C2)F)N(C1=O)C1COCC1)F)F 1-phenyl-N-(2,3,6-trifluoro-4-(2-(((3S,5S)-5-fluoropiperidin-3-yl)-amino)-7-oxo-8-(tetra-hydrofuran-3-yl)-7,8-dihydropyrido[2,3-d]-pyrimidin-6-yl)phenyl)-methanesulfonamide